2,2,3,3,4,4,5,5,6,6,7,7-dodecafluoro-1-oxoheptyl-carboxylic acid FC(C(=O)C(=O)O)(C(C(C(C(C(F)F)(F)F)(F)F)(F)F)(F)F)F